C1(=CC=CC=C1)C1=C(C=CC=C1)C1=C(C(=C(C(=C1C1=CC=CC=C1)C1=CC=CC=C1)C1=CC=CC=C1)C1=CC=CC=C1)C1=CC=CC=C1 hexa-(phenyl)-biphenyl